ClC1=CC=C(CN2N=C3C4=C(CCC3=C2)OC(=C4C)C(=O)NCC4=NC=CC=C4)C=C1 2-(4-chlorobenzyl)-8-methyl-N-(pyridin-2-ylmethyl)-4,5-dihydro-2H-furo[2,3-g]indazole-7-carboxamide